8-bromo-1-methyl-1,2,3,4-tetrahydroisoquinolin-7-ol BrC=1C(=CC=C2CCNC(C12)C)O